3-(dimethylamino)propionamide CN(CCC(=O)N)C